N1=CC(=CC2=NC=CC=C12)N[C@@H](C)C=1C=C(C=CC1)NC(C1=CN=CC(=C1)C)=O (S)-N-(3-(1-((1,5-naphthyridin-3-yl)amino)ethyl)phenyl)-5-methylnicotinamide